(2-(3-ethyl-1-(3-hydroxypropyl)-2,3-dihydro-1H-pyrrolo[1,2,3-de]quinoxalin-5-yl)-7-methoxy-1-methyl-1H-benzo[d]imidazol-5-yl)methanone C(C)C1CN(C=2C=CC=C3C2N1C(=C3)C3=NC1=C(N3C)C(=CC(=C1)C=O)OC)CCCO